1,1'-(decane-1,10-diyl)bis{4-[(E)-4-(diphenylamino)styryl]-3-methylpyridin-1-ium} dibromide [Br-].[Br-].C(CCCCCCCCC[N+]1=CC(=C(C=C1)\C=C\C1=CC=C(C=C1)N(C1=CC=CC=C1)C1=CC=CC=C1)C)[N+]1=CC(=C(C=C1)\C=C\C1=CC=C(C=C1)N(C1=CC=CC=C1)C1=CC=CC=C1)C